4-Fluoro-2,2-dimethylbenzo[d][1,3]dioxole-5-carboxylic acid methyl ester COC(=O)C1=C(C2=C(OC(O2)(C)C)C=C1)F